C12=NC=C(N1)C=C1C=CC(=N1)C=C1C=CC(N1)=CC=1C=CC(N1)=C2 azaporphyrine